ClC1=C(C=C(C=C1OC)OC)C1=CC2=C(N=C(N=C2)NCCN2CCOCC2)N2C1=NN=C2CC2=CC=C(C=C2)NC(CC)=O N-(4-((6-(2-chloro-3,5-dimethoxy-phenyl)-2-((2-morpholinoethyl)amino)-[1,2,4]triazolo[4',3':1,6]pyrido[2,3-d]pyrimidin-9-yl)methyl)phenyl)propionamide